N(=NC(C(=O)NCC(C)C)(C)C)C(C(=O)NCC(C)C)(C)C azobis[N-(2-methylpropyl)-2-methylpropionamide]